C(=C)(C)[C@@H](CC[C@H](CC)C)CCC=C (3S,6R)-6-isopropenyl-3-methyl-9-decene